C[C@H]1O[C@@H](CN(C1)C1=C(C(=O)NC2=CC(=NC=C2)S(N)(=O)=O)C=C(C=N1)C(F)(F)F)C(F)(F)F 2-((2R,6S)-2-methyl-6-(trifluoromethyl)morpholino)-N-(2-sulfamoyl-pyridin-4-yl)-5-(trifluoromethyl)nicotinamide